O=C1NC(CC(C1)C(=O)NCC1=CC=C(C=C1)NC1=CC=C(C=C1)N1CCC(CC1)C(F)(F)F)=O 2,6-Dioxo-N-(4-((4-(4-(trifluoromethyl)piperidin-1-yl)phenyl)amino)benzyl)piperidine-4-carboxamide